C(C)(C)(C)OC(=O)N1CC(C(CC1)=O)CC 3-Ethyl-4-oxopiperidine-1-carboxylic acid tert-butyl ester